ClC=1C(=NC=C(C1[C@@H](C)OC=1C=C2C(=NNC2=CC1)C=1C=NN(C1)C1CCN(CC1)C(C)C)Cl)C 5-[(1R)-1-(3,5-dichloro-2-methyl-4-pyridyl)ethoxy]-3-[1-(1-isopropyl-4-piperidyl)pyrazol-4-yl]-1H-indazole